FC1=C(C(=CC=C1)C)C=1C=C(C=2C=NC(=NC2C1)NC1=C(C=C2CCN(CC2=C1)C)OC)N 7-(2-fluoro-6-methylphenyl)-N~2~-(6-methoxy-2-methyl-1,2,3,4-tetrahydroisoquinolin-7-yl)quinazoline-2,5-diamine